C[C@]1([C@@H](CCCC1)C(=O)ON1N=NC=2C1=NC=CC2)C(=O)OC 2-(3H-[1,2,3]triazolo[4,5-b]pyridin-3-yl) 1-methyl (1S,2R)-1-methylcyclohexane-1,2-dicarboxylate